C[C@H]1N([C@H](CCC1)C)CC#N 2-[(2R,6S)-2,6-dimethyl-1-piperidyl]acetonitrile